C(#N)C1(CC1)NC(=O)[C@H]1N(C[C@@H](C1)S(=O)(=O)C1=C(C=C(C=C1)N1N=C(N=N1)C)C(F)(F)F)C(=O)C1(CC1)C(F)(F)F (2S,4R)-4-[4-(5-methyl-tetrazol-2-yl)-2-trifluoromethyl-benzenesulfonyl]-1-(1-trifluoromethyl-cyclopropanecarbonyl)-pyrrolidine-2-carboxylic acid (1-cyanocyclopropyl)-amide